4-amino-7-fluoro-N-((4S)-7-methoxy-3,4-dihydro-1H-2-benzopyran-4-yl)-N-methyl-1,3-dihydrofuro[3,4-c]quinoline-8-carboxamide NC1=NC=2C=C(C(=CC2C2=C1COC2)C(=O)N(C)[C@@H]2COCC1=C2C=CC(=C1)OC)F